ClC=1C=2C=3N(C=NC2C=CC1)N=C(N3)C=3OC=CC3 10-chloro-2-(2-furyl)[1,2,4]triazolo[1,5-c]quinazoline